N1[C@@H](CCC1)CC#N (S)-2-(Pyrrolidin-2-yl)acetonitrile